4-(7-chloroimidazo[1,2-a]pyridin-3-yl)-7-((5-(4-hydroxy-4-((4-methylpiperazin-1-yl)methyl)piperidin-1-yl)pyridin-2-yl)amino)isoindolin-1-one ClC1=CC=2N(C=C1)C(=CN2)C2=C1CNC(C1=C(C=C2)NC2=NC=C(C=C2)N2CCC(CC2)(CN2CCN(CC2)C)O)=O